FC=1C=NN2C1C(=CC(=C2)C=2C=NN(C2)C)OCC2C1CN(CC2C1)C(=O)OC(C)(C)C tert-butyl 6-(((3-fluoro-6-(1-methyl-1H-pyrazol-4-yl)pyrazolo[1,5-a]pyridin-4-yl)oxy)methyl)-3-azabicyclo[3.1.1]heptane-3-carboxylate